(R)-1-(3-(1-(4-(2-fluoro-3-methoxyphenoxy)phenyl)-5-(2-methoxyethoxy)imidazo[1,5-a]pyrazin-3-yl)pyrrolidin-1-yl)prop-2-en-1-one FC1=C(OC2=CC=C(C=C2)C=2N=C(N3C2C=NC=C3OCCOC)[C@H]3CN(CC3)C(C=C)=O)C=CC=C1OC